(R)-methyl 2-benzyloxycarbonylamino-3-iodopropionate C(C1=CC=CC=C1)OC(=O)N[C@H](C(=O)OC)CI